METHYLMALONATE CC(C(=O)[O-])C(=O)[O-]